4-{3-isopropyl-4-(quinolin-3-yl)-1H-pyrazolo[3,4-b]pyridin-1-yl}-3-methylbenzonitrile C(C)(C)C1=NN(C2=NC=CC(=C21)C=2C=NC1=CC=CC=C1C2)C2=C(C=C(C#N)C=C2)C